4-{4-[1-(benzenesulfonyl)-2-phenylpyrrolo[2,3-b]pyridin-4-yl]-5-(4-fluorophenyl)-1,2,3-triazol-2-yl}butan-1-ol C1(=CC=CC=C1)S(=O)(=O)N1C(=CC=2C1=NC=CC2C2=NN(N=C2C2=CC=C(C=C2)F)CCCCO)C2=CC=CC=C2